5-(4-(4-((2-(2,6-dioxopiperidin-3-yl)-1,3-dioxoisoindolin-4-ylamino)methyl)benzyl)piperazin-1-yl)picolinamide O=C1NC(CCC1N1C(C2=CC=CC(=C2C1=O)NCC1=CC=C(CN2CCN(CC2)C=2C=CC(=NC2)C(=O)N)C=C1)=O)=O